FC1=C(C=CC2=CN(N=C12)[C@@H](C(=O)NC1=NC=CC=C1)C1=CC=CC=C1)C=1C=NC(=CC1)N1CCNCC1 |r| (2RS)-2-[7-fluoro-6-(6-piperazin-1-yl-3-pyridyl)indazol-2-yl]-2-phenyl-N-(2-pyridyl)acetamide